2-[[2-(1-methylcyclopropyl)acetyl]amino]-4-[2-phenoxyethyl-[4-(5,6,7,8-tetrahydro-1,8-naphthyridin-2-yl)butyl]amino]butanoic acid CC1(CC1)CC(=O)NC(C(=O)O)CCN(CCCCC1=NC=2NCCCC2C=C1)CCOC1=CC=CC=C1